4'-chloro-2'-fluoro-[1,1'-biphenyl]-2,3-diol ClC1=CC(=C(C=C1)C1=C(C(=CC=C1)O)O)F